CC1=C(CNC2=NC(=NC(=N2)N)N)C=CC=C1 2-methylbenzyl-melamine